4-(4-ethylbenzyl)-1-thioxo-2,4-dihydrothieno[2,3-e][1,2,4]triazolo[4,3-a]pyrimidin-5(1H)-one C(C)C1=CC=C(CN2C=3N(C4=C(C2=O)SC=C4)C(NN3)=S)C=C1